N,N'-diglycidyl-5,5-dimethyl-hydantoin C(C1CO1)N1C(=O)N(C(=O)C1(C)C)CC1CO1